CC1=C(C(=CC=C1)C)N1C(N=C(C2=C1N=C(C(=C2)F)OC2=CC(=CC=C2)F)N2[C@H](CN(CC2)C(=O)OC(C)(C)C)C)=C=O tert-butyl (3S)-4-(1-(2,6-dimethylphenyl)-6-fluoro-7-(3-Fluorophenoxy)-2-carbonyl-1,2-dihydropyrido[2,3-d]pyrimidin-4-yl)-3-methylpiperazine-1-carboxylate